BrC1=CC=CC=2N(C(NC21)=O)[C@H]2CC[C@H](CC2)C(=O)NC2=CC(=C(C=C2)OC)Cl (Cis)-4-(4-bromo-2-oxo-2,3-dihydro-1H-1,3-benzodiazol-1-yl)-N-(3-chloro-4-methoxyphenyl)cyclohexane-1-carboxamide